di(t-butylperoxy-isopropyl)-benzene C(C)(C)(C)OOC(C)(C)C1=C(C=CC=C1)C(C)(C)OOC(C)(C)C